P(OC)(OC)[O-].[K+] potassium dimethyl (phosphite)